2-Ethyl-8,8,11-trimethyl-5-pentyl-4H,8H-benzo[c][1,3]dioxino[4,5-f]chromen-4-on C(C)C1OC(C=2C(=C3C4=C(C(OC3=CC2CCCCC)(C)C)C=CC(=C4)C)O1)=O